FC1(CN2CCC(CC2)F)CC=CC=C1 p-difluorobenzylpiperidine